N-(6-Chloro-5-methoxy-benzothiazol-2-yl)-2-(4-cyano-phenoxy)-2-(4-ethanesulfonyl-phenyl)-acetamide ClC1=CC2=C(N=C(S2)NC(C(C2=CC=C(C=C2)S(=O)(=O)CC)OC2=CC=C(C=C2)C#N)=O)C=C1OC